6-(5-methyl-1H-indazol-4-yl)imidazo[1,2-b]pyridazin CC=1C(=C2C=NNC2=CC1)C=1C=CC=2N(N1)C=CN2